C1(CCC1)NC1=CC(=NC=N1)C(=O)NC[C@@H](O)[C@H]1N(CC2=CC(=CC=C2C1)OCOC)C(=O)OC(C)(C)C tert-butyl (3S)-3-[(1R)-2-[[6-(cyclobutylamino)pyrimidine-4-carbonyl]amino]-1-hydroxy-ethyl]-7-(methoxymethoxy)-3,4-dihydro-1H-isoquinoline-2-carboxylate